8-(3-((tert-butyldimethylsilyl)oxy)prop-1-yn-1-yl)-3-chloro-5-isopropylisoquinoline [Si](C)(C)(C(C)(C)C)OCC#CC=1C=CC(=C2C=C(N=CC12)Cl)C(C)C